R-(+)-2,2'-dihydroxy-6,6'-diacetyl-1,1'-binaphthyl OC1=C(C2=CC=C(C=C2C=C1)C(C)=O)C1=C(C=CC2=CC(=CC=C12)C(C)=O)O